OC1=CC=C(C=C1)[C@@H]([C@H](C)N1CCC(CC1)(C1=CC=CC=C1)O)O (1S,2S)-1-(4-hydroxyphenyl)-2-(4-hydroxy-4-phenylpiperidino)-1-propanol